Di(tert-butyl)(fluoro)(4-methoxy-6-methyl-3-pyridinyl)silane C(C)(C)(C)[Si](C=1C=NC(=CC1OC)C)(F)C(C)(C)C